tert-butyl 3',7'-di(azetidin-1-yl)-5-methyl-3-oxo-3H-dispiro[isobenzofuran-1,10'-dibenzo[b,e]siline-5',1''-silinane]-6-carboxylate N1(CCC1)C=1C=CC2=C(C1)[Si]1(CCCCC1)C1=C(C23OC(C2=CC(=C(C=C23)C(=O)OC(C)(C)C)C)=O)C=CC(=C1)N1CCC1